2-((tert-butyldimethylsilyl)oxy)ethyl (2-cyano-5-hydroxypentan-2-yl) carbonotrithioate C(=S)(SCCO[Si](C)(C)C(C)(C)C)SC(C)(CCCO)C#N